6-cyclopropyl-N-[1-(dimethylamino)propan-2-yl]-1-(propan-2-yl)-1H-pyrazolo[3,4-b]pyridine-4-carboxamide C1(CC1)C=1C=C(C2=C(N1)N(N=C2)C(C)C)C(=O)NC(CN(C)C)C